C(C1=CC=CC=C1)NC(C(C1=CC=C(C=C1)N)N(C(C#C)=O)C1=CC=C(C=C1)Cl)=O N-(2-(Benzylamino)-1-(4-aminophenyl)-2-oxoethyl)-N-(4-chlorophenyl)-propiolamide